C(C=C)(=O)N1CC2(C1)CN(CC2)C=2C(=C(C1=CC=CC=C1C2)C2=C1C=NNC1=CC=C2C)C#N 3-(2-acryloyl-2,6-diazaspiro[3.4]octan-6-yl)-1-(5-methyl-1H-indazol-4-yl)-2-naphthonitrile